Cl.N[C@@H](CC1=CNC2=CC=CC=C12)C(=O)N L-Tryptophanamide HCl